dichloro[1,3-bis(2,6-di-3-pentylphenyl)imidazol-2-ylidene](3-chloropyridyl)palladium (II) Cl[Pd-3](C1=NC=CC=C1Cl)(=C1N(C=CN1C1=C(C=CC=C1C(CC)CC)C(CC)CC)C1=C(C=CC=C1C(CC)CC)C(CC)CC)Cl